(R)-(1,3-dimethyl-azetidin-3-yl)-{5-[2-(3,5-dimethyl-[1,2,4]triazol-1-yl)-ethoxy]-pyridin-3-yl}-(4-isopropyl-phenyl)-methanol CN1CC(C1)(C)[C@](O)(C1=CC=C(C=C1)C(C)C)C=1C=NC=C(C1)OCCN1N=C(N=C1C)C